NC1=C(C=C(C(=O)NC=2C(N(C=CC2)C(C(=O)NNCC(=O)OCC)CC)=O)C=C1)Cl Ethyl (2-(3-(4-amino-3-chlorobenzamido)-2-oxopyridin-1(2H)-yl)butanamido)glycinate